C(C)(C)(C)OC(=O)N1C[C@H](CC1)C1=CC=2N=NC(=CC2N1C1CC1)C1=C(C=CC=C1)O (S)-3-(5-cyclopropyl-3-(2-hydroxyphenyl)-5H-pyrrolo[3,2-c]pyridazin-6-yl)pyrrolidine-1-carboxylic acid tert-butyl ester